2-benzamido-2-(4-hydroxy-1-((3-(5,6,7,8-tetrahydro-1,8-naphthyridin-2-yl)propyl)carbamoyl)piperidin-4-yl)acetic acid C(C1=CC=CC=C1)(=O)NC(C(=O)O)C1(CCN(CC1)C(NCCCC1=NC=2NCCCC2C=C1)=O)O